6-(4-(4-(4-bromophenylethyl)piperazin-1-yl)phenyl)-1,4-dimethyl-2-(4-(methylsulfonyl)phenyl)-1H-pyrrolo[3,2-c]pyridine BrC1=CC=C(C=C1)CCN1CCN(CC1)C1=CC=C(C=C1)C1=CC2=C(C(=N1)C)C=C(N2C)C2=CC=C(C=C2)S(=O)(=O)C